1-(4-((3-(2,3-difluoro-4-methoxyphenyl)imidazo[1,2-a]pyrazin-8-yl)amino)-2-methylbenzoyl)-N-(3-(dimethylamino)-2-hydroxypropyl)piperidine-4-carboxamide FC1=C(C=CC(=C1F)OC)C1=CN=C2N1C=CN=C2NC2=CC(=C(C(=O)N1CCC(CC1)C(=O)NCC(CN(C)C)O)C=C2)C